3-[4-(4,4,5,5-tetramethyl-1,3,2-dioxaborolan-2-yl)-1H-pyrazol-1-yl]propan-1-ol CC1(OB(OC1(C)C)C=1C=NN(C1)CCCO)C